4-[6-amino-2-(furan-3-yl)-9H-purin-9-yl]cyclohexanecarboxylic acid methyl ester COC(=O)C1CCC(CC1)N1C2=NC(=NC(=C2N=C1)N)C1=COC=C1